ClC=1C=C(C(=C(C#N)C1)C)O 5-Chloro-3-hydroxy-2-methylbenzonitrile